1''-(3-((3-fluoro-4-(hexadecyloxy)phenyl)sulfonyl)-6-(methylsulfinyl)quinolin-4-yl)-[1,4':1',4''-terpiperidin]-3-ol FC=1C=C(C=CC1OCCCCCCCCCCCCCCCC)S(=O)(=O)C=1C=NC2=CC=C(C=C2C1N1CCC(CC1)N1CCC(CC1)N1CC(CCC1)O)S(=O)C